N1N=NC2=C1C=CC=C2.C(CCC)[P](CCCC)(CCCC)CCCC tetrabutyl-phosphorus benzotriazole salt